ClC1=CC2=C(C(=N1)N1CCN(CC1)C1COC1)C(N(C2)[C@@H](C)C2CC2)=O (S)-6-chloro-2-(1-cyclopropylethyl)-4-(4-(oxetan-3-yl)piperazin-1-yl)-1,2-dihydro-3H-pyrrolo[3,4-c]pyridin-3-one